C(C)(C)(C)C1CN(C2C=3C(=NN(C13)C1=C(C=C(C=C1)C(C)C)C)COCC(NC2)=O)C(=O)O.C(CSCCS)SCCS 2'-(ethylenedithio)diethyl thiol (rac)-tert-butyl-2-(4-isopropyl-2-methylphenyl)-8-oxo-2,3,5a,6,7,8,9,11-octahydro-10-oxa-1,2,5,7-tetraazacyclonona[cd]indene-5(4H)-carboxylate